ClC1=C(C=CC(=C1)Cl)C1=CC(=C(C=C1)C(=O)OCC)NC(=O)C1=C(C=C(C(=C1)C(=O)O)O)C(=O)O 2-{[2',4'-dichloro-4-(ethoxycarbonyl)-[1,1'-biphenyl]-3-yl]carbamoyl}-5-hydroxybenzene-1,4-dicarboxylic acid